N-(2-((2R,3R)-2-methylpiperidin-3-yl)thieno[2,3-b]pyridin-4-yl)benzo[d]thiazol-5-amine C[C@H]1NCCC[C@H]1C1=CC=2C(=NC=CC2NC=2C=CC3=C(N=CS3)C2)S1